4-methyl-6-(4-(oxiran-2-yl)-1H-pyrazol-1-yl)pyridine-3-carbonitrile CC1=C(C=NC(=C1)N1N=CC(=C1)C1OC1)C#N